OC(Cl)(Cl)Cl hydroxyl-carbon chloride